imidazo[4,5-b]pyridine-3-sulfonic acid dimethylamide methanesulfonate CS(=O)(=O)O.CN(S(=O)(=O)N1C=NC=2C1=NC=CC2)C